CC1=C2[C@@H]([C@@H]3[C@@H]([C@H](C1)O)C(=C)C(=O)O3)C(=CC2=O)CO The molecule is an azulenofuran that is 3-methylidene-3,3a,4,5,9a,9b-hexahydroazuleno[4,5-b]furan-2,7-dione carrying additional hydroxy, methyl and hydroxymethyl substituents at positions 4, 6 and 9 respectively (the 3aR,4S,9aS,9bR-diastereomer). Found in chicory. It has a role as an antimalarial, a sedative and a plant metabolite. It is a sesquiterpene lactone, an azulenofuran, a cyclic terpene ketone, an enone, a primary alcohol and a secondary alcohol.